6-(5-Methylfuran-2-yl)-3-phenyl-N-phenylhexanamide CC1=CC=C(O1)CCCC(CC(=O)NC1=CC=CC=C1)C1=CC=CC=C1